5-chloropyrazolo[1,5-c]pyrimidine ClC1=CC=2N(C=N1)N=CC2